(2R)-1-(6-{[6-(2-methylphenyl)-5-(trifluoromethyl)pyridin-2-yl]Sulfamoyl}pyridin-2-yl)piperazine-2-carboxylic acid CC1=C(C=CC=C1)C1=C(C=CC(=N1)NS(=O)(=O)C1=CC=CC(=N1)N1[C@H](CNCC1)C(=O)O)C(F)(F)F